3,5-di-tert-butyl-1,2-phenylene bis(diisopropyl carbamate) C(C)(C)N(C(OC1=C(C(=CC(=C1)C(C)(C)C)C(C)(C)C)OC(N(C(C)C)C(C)C)=O)=O)C(C)C